N1(CCC1)CC1(CC1)NC(=O)C1(CC1)CC1=CC(=CC=C1)Cl N-(1-(azetidin-1-ylmethyl)cyclopropyl)-1-(3-chlorobenzyl)cyclopropane-1-carboxamide